C1(CCCCC1)C[C@@H](C(=O)N[C@H](CO)CC(C(=O)N1CCOC2=C(C1)C=CC=C2)C)NC(OCC2=CC(=CC=C2)Cl)=O 3-chlorobenzyl ((2S)-3-cyclohexyl-1-(((2S)-5-(2,3-dihydrobenzo[f][1,4]oxazepin-4(5H)-yl)-1-hydroxy-4-methyl-5-oxopentan-2-yl)amino)-1-oxopropan-2-yl)carbamate